(Azol-5-ylmethyl)-1H-benzo[d]Imidazole-6-carboxylic acid methyl ester COC(=O)C=1C=CC2=C(N(C=N2)CC2=CC=CN2)C1